3-Morpholinone N1C(COCC1)=O